3-(4-fluorophenyl)-2-methyl-1-phenylpropan-1-one FC1=CC=C(C=C1)CC(C(=O)C1=CC=CC=C1)C